(S)-3-(3-benzothiophenyl)propionamide S1C=C(C2=C1C=CC=C2)CCC(=O)N